5-amino-6,8-dimethyl-2,3-dihydro-phthalazine-1,4-Dione NC1=C2C(NNC(C2=C(C=C1C)C)=O)=O